3-(3-amino-carboxypropyl)uridine NC(CCN1C(N([C@H]2[C@H](O)[C@H](O)[C@@H](CO)O2)C=CC1=O)=O)C(=O)O